N1(CCNCCC1)C1=NC2=CC(=C(C=C2C(=N1)NC1CCS(CC1)(=O)=O)OC)C#CCN1CCCC1 4-((2-(1,4-diazepan-1-yl)-6-methoxy-7-(3-(pyrrolidin-1-yl)prop-1-yn-1-yl)quinazolin-4-yl)amino)tetrahydro-2H-thiopyran 1,1-dioxide